4-bromo-1,1-dimethyl-2,3-dihydro-1H-indene BrC1=C2CCC(C2=CC=C1)(C)C